C(C)OC(=O)C=1NC(=CC1NCC1=CC(=C(C=C1)Cl)OC(F)F)C1=CC=CC=C1 3-((4-chloro-3-(difluoromethoxy)benzyl)amino)-5-phenyl-1H-pyrrole-2-carboxylic acid ethyl ester